BrC1=CC=C(C=C1)C1=CC=C(C=C1)[Si](C)(C)C [4-(4-bromophenyl)phenyl]-trimethyl-silane